1-{2-[4-(trifluoromethyl)-1H-pyrazol-1-yl]acetyl}pyrrolidine-2-carboxamide FC(C=1C=NN(C1)CC(=O)N1C(CCC1)C(=O)N)(F)F